C(C)OC(C(C)C1CCN(CC1)C(=O)OC(C)(C)C)=O tert-butyl 4-(1-ethoxy-1-oxopropan-2-yl)piperidine-1-carboxylate